C(C)(=O)ON=C(C1=CC(=CC=C1)CC(C=1SC2=C(N1)C=CC=C2N(C)CCOC)NS(=O)(=O)C2=CC=CC=C2)N {amino[3-(2-benzenesulfonamido-2-{7-[(2-methoxyethyl)(methyl) amino]-1,3-benzothiazol-2-yl}ethyl)phenyl]methylidene}amino acetate